FC1=CC=2N(C=C1)C(=CN2)C2=C1CNC(C1=C(C=C2)NC2=NC(=C(C=C2)[C@@H]2COCC2)CN2C[C@@H](CC2)F)=O 4-(7-fluoroimidazo[1,2-a]pyridin-3-yl)-7-((6-(((R)-3-fluoropyrrolidin-1-yl)methyl)-5-((R)-tetrahydrofuran-3-yl)pyridin-2-yl)amino)isoindolin-1-one